2-(2-Amino-5-cyclopropylpyridin-3-yl)propan-2-ol strontium (II) trifluoromethanesulfonate FC(S(=O)(=O)[O-])(F)F.[Sr+2].NC1=NC=C(C=C1C(C)(C)O)C1CC1.FC(S(=O)(=O)[O-])(F)F